6-(2-Methoxypyridin-3-yl)-3-(2-methyl-5-(methylsulfonyl)phenyl)imidazo[1,2-a]pyrazin-8-amine trifluoroacetate FC(C(=O)O)(F)F.COC1=NC=CC=C1C=1N=C(C=2N(C1)C(=CN2)C2=C(C=CC(=C2)S(=O)(=O)C)C)N